6-methoxy-4-(2-(2-oxopyrrolidin-1-yl)ethyl)-2H-benzo[b][1,4]oxazin-3(4H)-one COC1=CC2=C(OCC(N2CCN2C(CCC2)=O)=O)C=C1